(S)-3-((tert-Butoxycarbonyl)amino)-2-(4-chlorophenyl)propionic acid C(C)(C)(C)OC(=O)NC[C@@H](C(=O)O)C1=CC=C(C=C1)Cl